CN1N=CC(=C1COC1COCC1)C(=O)O 1-methyl-5-[(tetrahydrofuran-3-yloxy)methyl]-1H-pyrazole-4-carboxylic acid